1H-4,9:5,8-dimethanocyclopenta[b]naphthalene C1C=CC2=C1C1=C3C4=CC=C(C3=C2C1)C4